26-(docos-13-enoyloxy)-hexacosanoic acid C(CCCCCCCCCCCC=CCCCCCCCC)(=O)OCCCCCCCCCCCCCCCCCCCCCCCCCC(=O)O